3-[[4-[(E)-3-(4-Phenylmethoxyphenyl)prop-2-enoyl]phenyl]sulfonylamino]propanoic acid C1(=CC=CC=C1)COC1=CC=C(C=C1)/C=C/C(=O)C1=CC=C(C=C1)S(=O)(=O)NCCC(=O)O